2,2,2-Trifluoro-N-(4-{5-[3-(trifluoromethoxy)phenyl]-1H-pyrazol-3-yl}phenyl)acetamide FC(C(=O)NC1=CC=C(C=C1)C1=NNC(=C1)C1=CC(=CC=C1)OC(F)(F)F)(F)F